O=C1C(CNCC1)C(=O)OCC ethyl 4-oxopiperidine-3-carboxylate